O1CCC(CC1)C1=NNC=C1 3-(tetrahydro-2H-pyran-4-yl)-1H-pyrazol